N-(2,2'-dichloro-3'-(5-formyl-6-methoxypyridin-2-yl)-[1,1'-biphenyl]-3-yl)-1-methyl-4,5,6,7-tetrahydro-1H-imidazo[4,5-c]pyridine-2-carboxamide ClC1=C(C=CC=C1NC(=O)C=1N(C2=C(CNCC2)N1)C)C1=C(C(=CC=C1)C1=NC(=C(C=C1)C=O)OC)Cl